N(=[N+]=[N-])C1=C(N=C(S1)C)C=O 5-Azido-2-methyl-thiazole-4-carbaldehyde